3-(3,4-Difluoro-2-methoxyphenyl)-4,5-dimethyl-5-(trifluoromethyl)-N-(2-ureidopyridin-4-yl)tetrahydrofuran-2-carboxamide FC=1C(=C(C=CC1F)C1C(OC(C1C)(C(F)(F)F)C)C(=O)NC1=CC(=NC=C1)NC(=O)N)OC